FC(OC1=C(C=C(C=C1)SC(CO)C)C1=NN(C=C1N1CC=C2N1C=CC=N2)C)F N-[3-[2-(difluoromethoxy)-5-(2-hydroxy-1-methyl-ethyl)sulfanyl-phenyl]-1-methyl-pyrazol-4-yl]pyrazolo[1,5-a]pyrimidine